hexacosyl chloride C(CCCCCCCCCCCCCCCCCCCCCCCCC)Cl